C1(CCCCC1)C[C@H](C(=O)N1CC2(CCCC2)C(CC1)(O)CN1C(C2=CN=CC=C2C=C1)=O)C 2-((7-((R)-3-Cyclohexyl-2-methylpropanoyl)-10-hydroxy-7-azaspiro[4.5]decan-10-yl)methyl)-2,7-naphthyridin-1(2H)-one